C(CCCCCCCCCCCCCCC)N1C(=C(C(C=C1)=O)OCC1=CC=CC=C1)C N-hexadecyl-2-methyl-3-benzyloxypyridin-4-one